BrC1=CC2=C(C=3N(CCC2NC2=CC=C(C=C2)N(C)C)N=NC3C)C=C1 N1-(9-bromo-1-methyl-6,7-dihydro-5H-benzo[c][1,2,3]triazolo[1,5-a]azepin-7-yl)-N4,N4-dimethylbenzene-1,4-diamine